FC=1C(=C2CN(C(C2=CC1)=O)C1C(NC(CC1)=O)=O)SCCCCCCCN[C@@H]1[C@@]2(CC[C@H](C1)C2(C)C)C 3-(5-fluoro-1-oxo-4-((7-(((1R,2S,4R)-1,7,7-trimethylbicyclo[2.2.1]heptan-2-yl)Amino)heptyl)thio)isoindolin-2-yl)piperidine-2,6-dione